O=C\1OCC/C1=C\[C@H](C[C@H]1C(NCC1)=O)NC(OC(C)(C)C)=O tert-butyl N-[(1S,2E)-2-(2-oxotetrahydrofuran-3-ylidene)-1-[[(3S)-2-oxopyrrolidin-3-yl]methyl]ethyl]carbamate